C(C)OC(=O)C1=CN=CN1C[C@H]1OCC1 1-(((S)-oxetan-2-yl)methyl)-1H-imidazole-5-carboxylic acid ethyl ester